4-amino-N-[1-[3-(benzylsulfonyl)propyl]piperidin-4-ylmethyl]-5-chloro-2-methoxybenzamide NC1=CC(=C(C(=O)NCC2CCN(CC2)CCCS(=O)(=O)CC2=CC=CC=C2)C=C1Cl)OC